1,1,1-trifluoro-2-methylpropan-2-yl 4-(7-(4-cyanopyridin-2-yl)-5-cyclopropyl-7H-pyrrolo[2,3-d]pyrimidin-4-yl)piperazine-1-carboxylate C(#N)C1=CC(=NC=C1)N1C=C(C2=C1N=CN=C2N2CCN(CC2)C(=O)OC(C(F)(F)F)(C)C)C2CC2